C(C1=CC=C(C=C1)OC)CC(=O)O.C(C)(=O)OCC1=CC=C(C=C1)OC Anisyl acetate (Anisyl acetate)